tetra-tert-butylsilanetetraamine C(C)(C)(C)N[Si](NC(C)(C)C)(NC(C)(C)C)NC(C)(C)C